(2S,4R)-4-(2-((1R,3R)-1-(butyryloxy)-4-methyl-3-(methylamino)pentyl)thiazole-4-carboxamido)-2-methyl-5-phenylpentanoic acid allyl ester C(C=C)OC([C@H](C[C@H](CC1=CC=CC=C1)NC(=O)C=1N=C(SC1)[C@@H](C[C@H](C(C)C)NC)OC(CCC)=O)C)=O